[N+](=O)([O-])C1=CC(=C(C(=C1)C(C)C)O)C(C)C 4-nitro-2,6-diisopropylphenol